1-propyl-1-(triethoxysilyl)methylurea C(CC)N(C(=O)N)C[Si](OCC)(OCC)OCC